ONC(=O)C1=NC=C(N=C1N1C=CC2=CC(=CC=C12)C(F)(F)F)C N-hydroxy-5-methyl-3-(5-(trifluoromethyl)-1H-indol-1-yl)pyrazine-2-carboxamide